{[(3S)-4-Methoxy-3-(3-{methyl[(13C)methyl]amino}propanamido)-4-oxobutyl]sulfanyl}acetic acid COC([C@H](CCSCC(=O)O)NC(CCN([13CH3])C)=O)=O